nonyl-1-azacyclododecane C(CCCCCCCC)N1CCCCCCCCCCC1